ethyl (S)-2-amino-3-(4-(4-((R)-1-(4-chloro-2-(3-methyl-1H-pyrazole-1-yl)phenyl)-2,2,2-trifluoroethoxy)thieno[3,2-d]pyrimidine-7-yl)phenyl)propionate hippurate C(CNC(=O)C1=CC=CC=C1)(=O)O.N[C@H](C(=O)OCC)CC1=CC=C(C=C1)C1=CSC2=C1N=CN=C2O[C@@H](C(F)(F)F)C2=C(C=C(C=C2)Cl)N2N=C(C=C2)C